9,9-bis[4-(3-amino-4-trifluoromethylphenoxy)-3-phenylphenyl]fluorene NC=1C=C(OC2=C(C=C(C=C2)C2(C3=CC=CC=C3C=3C=CC=CC23)C2=CC(=C(C=C2)OC2=CC(=C(C=C2)C(F)(F)F)N)C2=CC=CC=C2)C2=CC=CC=C2)C=CC1C(F)(F)F